β-morpholino-5-valerolactone O1CCN(CC1)C1CC(=O)OCC1